1-[3-[4-[3-chloro-4-[(6-fluoro-2-pyridyl)methoxy]anilino]quinazolin-6-yl]-1-piperidyl]prop-2-en-1-one ClC=1C=C(NC2=NC=NC3=CC=C(C=C23)C2CN(CCC2)C(C=C)=O)C=CC1OCC1=NC(=CC=C1)F